1-methyldimethoxysilyl-2-(dimethylamino)(triethoxysilylpropylamino)methylsilylethylene C[Si](C(=CN(C)C)[SiH2]CNCCC[Si](OCC)(OCC)OCC)(OC)OC